2-(2-chlorophenyl)-N-[3-sulfamoyl-4-(tetrahydrofuran-3-ylmethoxy)phenyl]acetamide ClC1=C(C=CC=C1)CC(=O)NC1=CC(=C(C=C1)OCC1COCC1)S(N)(=O)=O